(S)-3-(2-(2-amino-4-methylpentanoyl)-1-(2-chloroacetyl)hydrazinyl)propanamide N[C@H](C(=O)NN(C(CCl)=O)CCC(=O)N)CC(C)C